(3-methoxy-4-((4-(methylamino)-3-(trifluoromethyl)-1H-pyrrolo[2,3-b]pyridin-6-yl)amino)phenyl)(4-morpholinopiperidin-1-yl)methanone COC=1C=C(C=CC1NC1=CC(=C2C(=N1)NC=C2C(F)(F)F)NC)C(=O)N2CCC(CC2)N2CCOCC2